NC=1SC2=C(N1)C=C(C(=C2)C(=O)OC)C methyl 2-amino-5-methylbenzo[d]thiazole-6-carboxylate